tert-Butyl 4-((2-(2'-(4-methyl-4H-1,2,4-triazol-3-yl)-[1,1'-biphenyl]-3-yl)-3-oxo-7-(trifluoromethyl)isoindolin-5-yl)methoxy)piperidine-1-carboxylate CN1C(=NN=C1)C1=C(C=CC=C1)C1=CC(=CC=C1)N1CC2=C(C=C(C=C2C1=O)COC1CCN(CC1)C(=O)OC(C)(C)C)C(F)(F)F